COC=1C=C2CCN(CC2=CC1OC)CCCCN 6,7-dimethoxy-1,2,3,4-tetrahydroisoquinoline-2-butylamine